O1CCN(CC1)CCCNC(=O)C1=CN=C2N1C=CC=C2 N-(3-morpholinopropyl)-imidazo[1,2-a]pyridine-3-carboxamide